C(C(C)C)OCC1C2C=CC(C1)C2 5-isobutoxymethyl-bicyclo[2.2.1]hept-2-ene